CN(CC(COC1=CC=2C(C3=CC=CC=C3SC2C(=C1C)C)=O)O)C 2-(3-dimethylamino-2-hydroxypropoxy)-3,4-dimethyl-9H-thioxanthone